FC1=CC=C(C=C1)C(C#C)(O)C1=CC=C(C=C1)F 1,1-bis(4-fluorophenyl)prop-2-yn-1-ol